C(CCC)OOCCCC butylperoxid